(2-chloro-5-methoxy-4-nitrophenyl)(4-(4-methylpiperazin-1-yl)piperidin-1-yl)methanone ClC1=C(C=C(C(=C1)[N+](=O)[O-])OC)C(=O)N1CCC(CC1)N1CCN(CC1)C